1-(5-chloro-2-(phenylamino)pyridin-4-yl)-1H-imidazole-4-carboxylic acid methyl ester COC(=O)C=1N=CN(C1)C1=CC(=NC=C1Cl)NC1=CC=CC=C1